1,6-di-p-toluenesulfonyloxyhexyldioxane CC1=CC=C(C=C1)S(=O)(=O)OC(CCCCCOS(=O)(=O)C1=CC=C(C)C=C1)C1OCCOC1